COC1=C2C(CNC2=CC=C1)C[C@@H]1N(CCC1)C 4-methoxy-3-(((R)-1-methylpyrrolidin-2-yl)methyl)indoline